C(=C\C1=CC=CC=C1)/[C@@H]1[C@@H](C1)C1=CC=C(C=C1)C(F)(F)F 1-((1r,2r)-2-((E)-styryl)cyclopropyl)-4-(trifluoromethyl)benzene